6-[5-[(1S)-1-aminoethyl]-3-tert-butyl-1,2,4-triazol-1-yl]Pyridine-3-carbonitrile N[C@@H](C)C1=NC(=NN1C1=CC=C(C=N1)C#N)C(C)(C)C